7-bromo-3-chloro-5H-pyrrolo[2,3-b]pyrazine BrC1=CNC2=NC(=CN=C21)Cl